3-(2,6-dimethyl-phenyl)-7-isopropyl-2-methyl-pyrazolo[1,5-a]pyrimidine-5-carboxylic acid CC1=C(C(=CC=C1)C)C=1C(=NN2C1N=C(C=C2C(C)C)C(=O)O)C